(3-(3-(3,5-dimethoxypyrazin-2-yl)phenyl)-3H-imidazo[4,5-b]pyridin-6-yl)propan-2-ol dimethyl-3,3'-thiodibutyrate CC(CC(=O)O)(C)SC(CC(=O)O)(C)C.COC=1C(=NC=C(N1)OC)C=1C=C(C=CC1)N1C=NC=2C1=NC=C(C2)CC(C)O